N[C@@H]1[C@@H](OCC12CCN(CC2)C=2N=CC(=NC2CO)SC2=C(C(=NC=C2)N2CC(C2)C(C)(C)O)Cl)C 2-(1-(4-(5-((3s,4s)-4-amino-3-methyl-2-oxa-8-azaspiro[4.5]decan-8-yl)-6-(hydroxymethyl)pyrazin-2-ylthio)-3-chloropyridin-2-yl)azetidin-3-yl)propan-2-ol